benzoyl-3'-O-methylthiomethyl-5'-O-tert-butyldimethylsilyl-2'-deoxyadenosine C(C1=CC=CC=C1)(=O)[C@@]1(C[C@H](OCSC)[C@@H](CO[Si](C)(C)C(C)(C)C)O1)N1C=NC=2C(N)=NC=NC12